N1=C(C=CC=C1)SSCCC(=O)NCCCCNC(CCSSC1=NC=CC=C1)=O 1,4-bis-(3'-[2-pyridyldithio]-propionamido)butane